tert-butyl 7-(4-fluorobenzyl)-3,3-dimethyl-2,3-dihydro-1H-pyrido[2,3-b][1,4]oxazine-1-carboxylate FC1=CC=C(CC2=CC3=C(OC(CN3C(=O)OC(C)(C)C)(C)C)N=C2)C=C1